ClC=1C2=CN(N=C2C=CC1C1=NNC2=NC(=CN=C21)N2C[C@H]1C([C@H]1C2)(C2=NN(C=C2)C)CN)C ((1R,5S,6r)-3-(3-(4-chloro-2-methyl-2H-indazol-5-yl)-1H-pyrazolo[3,4-b]pyrazin-6-yl)-6-(1-methyl-1H-pyrazol-3-yl)-3-azabicyclo[3.1.0]hexan-6-yl)methanamine